benzyl N-(1-oxaspiro[2.5]octan-6-yl)carbamate O1CC12CCC(CC2)NC(OCC2=CC=CC=C2)=O